tert-butyl (2R,5S)-5-[2-(4-chloro-3-fluorophenoxy)acetamido]-2-{[2-fluoro-3-(trifluoromethyl)phenyl]carbamoyl}piperidine-1-carboxylate ClC1=C(C=C(OCC(=O)N[C@H]2CC[C@@H](N(C2)C(=O)OC(C)(C)C)C(NC2=C(C(=CC=C2)C(F)(F)F)F)=O)C=C1)F